magnesio-titanium [MgH][Ti]